CCC(CO)(COC(=O)C(=C)C)COC(=O)C(=C)C TrimethylolPropane Dimethacrylate